(8-(4-(aminomethyl)-4-methylpiperidin-1-yl)-3-(2,3-dichlorophenyl)imidazo[1,5-a]pyrazin-1-yl)methanol NCC1(CCN(CC1)C=1C=2N(C=CN1)C(=NC2CO)C2=C(C(=CC=C2)Cl)Cl)C